4-(5-((Carboxymethyl)carbamoyl)-2-(4,5-dibromo-1H-pyrrole-2-carboxamido)phenyl)piperazin-1-ium chloride [Cl-].C(=O)(O)CNC(=O)C=1C=CC(=C(C1)N1CC[NH2+]CC1)NC(=O)C=1NC(=C(C1)Br)Br